6-((2-chloropyridin-4-yl)oxy)-1,3-dimethyl-1H-pyrazolo[4,3-b]pyridine ClC1=NC=CC(=C1)OC=1C=C2C(=NC1)C(=NN2C)C